3-hydroxy-2-ketobutyric acid OC(C(C(=O)O)=O)C